tert-butyl 4-(5-benzyloxazol-2-yl)piperazine-1-carboxylate C(C1=CC=CC=C1)C1=CN=C(O1)N1CCN(CC1)C(=O)OC(C)(C)C